C(C)(C)(CC)C1=C(O)C=C(C(=C1)O)C(C)(C)CC 2,5-di-t-pentylhydroquinone